4-(chloro(4-fluorophenyl)methyl)-2-(trifluoromethyl)thiazole ClC(C=1N=C(SC1)C(F)(F)F)C1=CC=C(C=C1)F